1-(3-chlorophenyl)-3-(3-trifluoromethoxyphenyl)urea ClC=1C=C(C=CC1)NC(=O)NC1=CC(=CC=C1)OC(F)(F)F